3-(1,3-dithian-2-yl)-1-methylindole S1C(SCCC1)C1=CN(C2=CC=CC=C12)C